2-(4-chloro-2,6-difluoro-phenyl)-4,4,5,5-tetramethyl-1,3,2-dioxaborolane ClC1=CC(=C(C(=C1)F)B1OC(C(O1)(C)C)(C)C)F